copper (i) sulfate S(=O)(=O)([O-])[O-].[Cu+].[Cu+]